2-iodo-6,7-dihydropyrrolo[3,2,1-hi]Indazole IC1=NN2C3=C(C=CC=C13)CC2